C1(CCC1)ON1C(C2=CC=CC=C2C1=O)=O 2-Cyclobutoxyisoindoline-1,3-dione